(S)-2-(4-(2-(2-oxo-4-((1-(pyridin-2-yl)ethyl)amino)-1,2-dihydroquinolin-3-yl)-1H-benzo[d]imidazol-6-yl)-1H-pyrazol-1-yl)acetic acid ethyl ester C(C)OC(CN1N=CC(=C1)C=1C=CC2=C(NC(=N2)C=2C(NC3=CC=CC=C3C2N[C@@H](C)C2=NC=CC=C2)=O)C1)=O